C(C)SC=1C=C(C=CC1C1=NC2=C(C=NC(=C2)C(F)(F)F)N1C)CC#N 2-[3-ethylsulfanyl-4-[3-methyl-6-(trifluoromethyl)imidazo-[4,5-c]pyridin-2-yl]phenyl]acetonitrile